aluminum 3-(biphenyl-4-yl)-5-(4-t-butylphenyl)-4-phenyl-4H-1,2,4-triazole C1(=CC=C(C=C1)C1=NN=C(N1C1=CC=CC=C1)C1=CC=C(C=C1)C(C)(C)C)C1=CC=CC=C1.[Al]